3,4,5-trihydroxyphenyl methyl ketone CC(=O)C1=CC(=C(C(=C1)O)O)O